N-(7-(trifluoromethoxy)-9H-pyrido[3,4-b]indol-1-yl)cyclopropanecarboxamide FC(OC1=CC=C2C3=C(NC2=C1)C(=NC=C3)NC(=O)C3CC3)(F)F